(S,Z)-3-((5-(bicyclo[1.1.1]pentan-1-yl)-7-(dimethylamino)-3-(ethoxymethyl)-1,1-dioxido-2,3,4,5-tetrahydrobenzo[f][1,2,5]thiadiazepin-8-yl)oxy)-2-fluoroacrylic acid C12(CC(C1)C2)N2C[C@H](NS(C1=C2C=C(C(=C1)O\C=C(\C(=O)O)/F)N(C)C)(=O)=O)COCC